ClC=1C=CC=C2C(N(C(=NC12)C)C1=CC=C(C=C1)O)=O 8-chloro-3-(4-hydroxyphenyl)-2-methyl-quinazolin-4(3H)-one